COC1=C(C=C2C(=NC=NC2=C1)NC=1C=C2CCN(C2=CC1)S(=O)(=O)C)OC1CCN(CC1)C(=O)OC(C)(C)C tert-butyl 4-((7-methoxy-4-((1-(methylsulfonyl)indolin-5-yl)amino)quinazolin-6-yl)oxy)piperidine-1-carboxylate